3-(4-(5-bromopentyloxy)-3-methoxybenzylidene)-6-methoxybenzopyran-4-one BrCCCCCOC1=C(C=C(C=C2COC3=C(C2=O)C=C(C=C3)OC)C=C1)OC